ClC1=C(CN2CCCC23CCN(CC3)C(=O)OC(C(F)(F)F)C(F)(F)F)C=CC=C1N1CCC(CC1)(F)F 1,1,1,3,3,3-hexafluoropropan-2-yl 1-(2-chloro-3-(4,4-difluoropiperidin-1-yl) benzyl)-1,8-diazaspiro[4.5]decane-8-carboxylate